FC1=CC=C(C=C1)C1=CC2=C(N=C3N(C2=S)CCCC3)O1 2-(4-fluorophenyl)-6,7,8,9-tetrahydro-4H-furo[2,3-D]pyrido[1,2-a]pyrimidine-4-thione